C(C)(C)(C)OC(NCC1NN2C(C(N1C)=O)=C(C(C=C2)=O)OCC2=CC=CC=C2)=O ((5-(benzyloxy)-3-methyl-4,6-dioxo-2,3,4,6-tetrahydro-1H-pyrido[2,1-f][1,2,4]triazin-2-yl)methyl)carbamic acid tert-butyl ester